CC1=CC(=C(C=C1)C1C2(CC3(CC(CC1C3)(C2)C(C)C)C(C)C)C2=C(C=C(C=C2)C)O)O bis(4-methyl-2-hydroxyphenyl)-5,7-diisopropyladamantane